(R)-5-[1-(2-fluoro-6-methyl-phenyl)-piperidin-4-yl]-2,4-dimethyl-7-(2-trifluoromethyl-benzyl)-2,4,5,7-tetrahydro-pyrazolo[3,4-d]pyrimidin-6-one FC1=C(C(=CC=C1)C)N1CCC(CC1)N1C(N(C=2C([C@H]1C)=CN(N2)C)CC2=C(C=CC=C2)C(F)(F)F)=O